2-n-butyl-3-butenoic acid-4-d C(CCC)C(C(=O)O)C=C[2H]